COC(C(Br)C1=CC=CC=C1)=O.CC1=CN=C(O1)CC(=O)N 2-(5-methyloxazol-2-yl)acetamide methyl-α-bromophenylacetate